tert-butyl (1R,5S)-3-(2-chloro-7-(8-chloronaphthalen-1-yl)-8-fluoropyrido[4,3-d]pyrimidin-4-yl)-3,8-diazabicyclo[3.2.1]octane-8-carboxylate ClC=1N=C(C2=C(N1)C(=C(N=C2)C2=CC=CC1=CC=CC(=C21)Cl)F)N2C[C@H]1CC[C@@H](C2)N1C(=O)OC(C)(C)C